C(#C)[C@@]1([C@@](O[C@@H]([C@H]1O)CO)(N1C(=O)N=C(N)C=C1)CC)O ethynyl-(ethylcytidine)